OC1=C(C=CC=C1O)C1=CC=CC=C1 2,3-dihydroxybiphenyl